(2S)-2-amino-4-{[(2S,3R,4R,5R)-2,3,4,5,6-pentahydroxyhexyl]carbamoyl}butanoic acid N[C@H](C(=O)O)CCC(NC[C@@H]([C@H]([C@@H]([C@@H](CO)O)O)O)O)=O